2-{3-[2-(1-{[3,5-bis(difluoromethyl)-1H-pyrazol-1-yl]acetyl}piperidin-4-yl)-1,3-thiazol-4-yl]-4,5-dihydro-1,2-oxazol-5-yl}phenyl methane-sulfonate CS(=O)(=O)OC1=C(C=CC=C1)C1CC(=NO1)C=1N=C(SC1)C1CCN(CC1)C(CN1N=C(C=C1C(F)F)C(F)F)=O